4-(2-{[(2R,7aR)-2-fluoro-hexahydro-1H-pyrrolizin-7a-yl]methoxy}-6-chloro-4-{3,8-diazabicyclo[3.2.1]octan-3-yl}-8-fluoroquinazolin-7-yl)-5-ethyl-6-fluoronaphthalen-2-ol F[C@@H]1C[C@]2(CCCN2C1)COC1=NC2=C(C(=C(C=C2C(=N1)N1CC2CCC(C1)N2)Cl)C2=CC(=CC1=CC=C(C(=C21)CC)F)O)F